FC1=C(OC=2C(=C(C(=CC2)[N+](=O)[O-])NCC2N(CCC2)C(=O)OC(C)(C)C)C(F)(F)F)C=CC=C1 tert-Butyl 2-(((3-(2-fluorophenoxy)-6-nitro-2-(trifluoromethyl)phenyl)amino)methyl)pyrrolidine-1-carboxylate